N-(4-((S*)-2-(3,4-Dichlorophenyl)propyl)-6-(((R)-1-hydroxy-4-methylpentan-2-yl)amino)-1,3,5-triazin-2-yl)methanesulfonamide ClC=1C=C(C=CC1Cl)[C@H](CC1=NC(=NC(=N1)N[C@@H](CO)CC(C)C)NS(=O)(=O)C)C |o1:8|